FC1(C(=C(C(C1(F)F)(F)F)C=1C=C(SC1CCC)C=O)C=1C=C(SC1CCC)C=O)F 4,4'-(perfluoro-cyclopent-1-ene-1,2-diyl)bis(5-propylthiophene-2-formaldehyde)